2-(2,5-dimethyl-1H-pyrrol-1-yl)-7-(6-(1-(1-(4-fluorophenyl)-2,2-dimethylpropyl)-1H-pyrazol-4-yl)pyrazin-2-yl)-8-methyl-[1,2,4]triazolo[1,5-a]pyridine CC=1N(C(=CC1)C)C1=NN2C(C(=C(C=C2)C2=NC(=CN=C2)C=2C=NN(C2)C(C(C)(C)C)C2=CC=C(C=C2)F)C)=N1